tert-butyl N-[2-(3-bromo-5-chloro-phenyl)-2-oxo-ethyl]-N-[2-(tert-butoxycarbonylamino)ethyl]carbamate BrC=1C=C(C=C(C1)Cl)C(CN(C(OC(C)(C)C)=O)CCNC(=O)OC(C)(C)C)=O